Thiodiethylenebis[3-(3,5-dit-butyl-4-hydroxyphenyl)propionate] S(CCC(C(=O)[O-])CC1=CC(=C(C(=C1)C(C)(C)C)O)C(C)(C)C)CCC(C(=O)[O-])CC1=CC(=C(C(=C1)C(C)(C)C)O)C(C)(C)C